Methyl (S,E)-5-((tert-butoxycarbonyl)amino)-2-(4-(2-(2,4-diaminopteridin-6-yl)vinyl) benzamido)pentanoate C(C)(C)(C)OC(=O)NCCC[C@@H](C(=O)OC)NC(C1=CC=C(C=C1)\C=C\C=1N=C2C(=NC(=NC2=NC1)N)N)=O